BrC1=CC2=C(C(=N1)OC1=C(C=CC=C1)F)N(C=N2)C(C)C 6-bromo-4-(2-fluorophenoxy)-3-isopropylimidazo[4,5-c]pyridine